{[4-(2-oxopiperidin-1-yl)phenyl]methyl}-3,4-dihydropyrimidin-4-one O=C1N(CCCC1)C1=CC=C(C=C1)CC1=NC=CC(N1)=O